dibutyl-tin bis(2-ethyl-hexanoate) C(C)C(C(=O)[O-])CCCC.C(C)C(C(=O)[O-])CCCC.C(CCC)[Sn+2]CCCC